azepane disodium [Na].[Na].N1CCCCCC1